α,ε-diaminopimelic acid NC(C(=O)O)CCCC(C(=O)O)N